tert-butyl 4-(4-(dimethylcarbamoyl)-2,6-difluorophenyl)piperazine-1-carboxylate CN(C(=O)C1=CC(=C(C(=C1)F)N1CCN(CC1)C(=O)OC(C)(C)C)F)C